FC1=C(C=CC(=C1)OC1=CC(=NC=C1)NC1=NC=CC=C1)NC=1C2=C(N=CN1)NC=C2C2CCN(CC2)C(C=C)=O 1-(4-(4-((2-fluoro-4-((2-(pyridin-2-ylamino)pyridin-4-yl)oxy)phenyl)amino)-7H-pyrrolo[2,3-d]pyrimidin-5-yl)piperidin-1-yl)prop-2-en-1-one